C(N)(OCCCCCC)=O n-Hexyl Carbamate